IC1=CC=CC=2C(C3=CC=CC(=C3OC12)I)(C)C 4,5-diiodo-9,9-dimethylxanthene